S(=O)(=O)=NS(=O)(=O)C1=CN=CS1 sulfonyl-1,3-thiazole-5-sulfonamide